C1(=CC=CC=C1)[C@H]1[C@@H](C1)NCC1CCN(CC1)CC1=CC=C(C(=O)O)C=C1 4-((4-((((1R,2S)-2-phenylcyclopropyl)amino)methyl)piperidin-1-yl)methyl)benzoic acid